16-bromo-1-hexadecanol BrCCCCCCCCCCCCCCCCO